C(CCCCCCN1C(C(C2=CC=CC=C12)(O)CC(C(=O)OC)=C)=O)N1C(C(C2=CC=CC=C12)(O)CC(C(=O)OC)=C)=O Dimethyl 2,2'-((heptane-1,7-diylbis(3-hydroxy-2-oxoindoline-1,3-diyl))bis(methylene))diacrylate